ClC1=CC(=C(C=C1)C12CC(C1)(C2)N2CCC2)S(=O)(=O)C [3-(4-chloro-2-methylsulfonyl-phenyl)-1-bicyclo[1.1.1]pentanyl]azetidine